8-methyl-4-(1-methylpiperidin-4-yl)-[1,3]dioxolo[4,5-h]quinazolin-6-ol CC=1N=C2C3=C(C(=CC2=C(N1)O)C1CCN(CC1)C)OCO3